((3R,5S)-4-propenoyl-3,5-dimethylpiperazin-1-yl)-6,7-dichloro-1-(2-isopropyl-4-methylpyridin-3-yl)-2-oxo-1,2-dihydro-1,8-naphthyridine-3-carbonitrile C(C=C)(=O)N1[C@@H](CN(C[C@@H]1C)C1=C(C(N(C2=NC(=C(C=C12)Cl)Cl)C=1C(=NC=CC1C)C(C)C)=O)C#N)C